tert-butyl 4-[[3-[4-[2-(2-amino-3-pyridyl)-5-phenyl-imidazo[4,5-b]pyridin-3-yl]phenyl]azetidin-1-yl]methyl]-2-fluoro-6-hydroxy-benzoate NC1=NC=CC=C1C1=NC=2C(=NC(=CC2)C2=CC=CC=C2)N1C1=CC=C(C=C1)C1CN(C1)CC1=CC(=C(C(=O)OC(C)(C)C)C(=C1)O)F